6-[2-cyano-3-[[ethyl(methyl)sulfamoyl]amino]-6-fluoro-phenoxy]-4-oxo-3-(4-piperidylmethyl)quinazoline C(#N)C1=C(OC=2C=C3C(N(C=NC3=CC2)CC2CCNCC2)=O)C(=CC=C1NS(N(C)CC)(=O)=O)F